7-(3-amino-8-chloroisoquinolin-1-yl)-8-fluoro-2-(((2R,7aS)-2-fluorotetrahydro-1H-pyrrolizin-7a(5H)-yl)methoxy)-N-methyl-N-((R)-pyrrolidin-3-yl)pyrido[4,3-d]pyrimidin-4-amine NC=1N=C(C2=C(C=CC=C2C1)Cl)C1=C(C=2N=C(N=C(C2C=N1)N([C@H]1CNCC1)C)OC[C@]12CCCN2C[C@@H](C1)F)F